N1(N=NC=C1)CCCCC1=CC=C(C=C1)S 4-(4-(1H-1,2,3-triazol-1-yl)butyl)benzenethiol